(Z)-9-Octadecen-1-ol C(CCCCCCC\C=C/CCCCCCCC)O